(S)-1-((R)-1-(2-((S)-1-amino-2,2-dicyclopropyl-ethyl)benzo[d]oxazol-5-yl)-2-methoxyethyl)-4-(trifluoromethyl)imidazolidin-2-one hydrochloride Cl.N[C@@H](C(C1CC1)C1CC1)C=1OC2=C(N1)C=C(C=C2)[C@H](COC)N2C(N[C@@H](C2)C(F)(F)F)=O